FC=1C=NC2=CC(=C(C=C2C1N1CCC2=CC(=CC=C12)NC(=O)C=1C(N(C(=CC1)C(F)(F)F)C=1C=NC(=CC1C)OC)=O)OC)OC N-[1-(3-fluoro-6,7-dimethoxy-4-quinolyl)indolin-5-yl]-1-(6-methoxy-4-methyl-3-pyridyl)-2-oxo-6-(trifluoromethyl)pyridine-3-carboxamide